benzyl ((2S)-1-(((1s,4R)-4-(2-(benzyloxy)phenyl)cyclohexyl)oxy)-3-hydroxy-5-oxohexan-2-yl)carbamate C(C1=CC=CC=C1)OC1=C(C=CC=C1)C1CCC(CC1)OC[C@@H](C(CC(C)=O)O)NC(OCC1=CC=CC=C1)=O